NC=1C(=NC=C(N1)N1CCC2(CC1)[C@@H](C1=C(C=NC=C1)C2)N)SC2=C(C(=NC=C2)N2CC(C2)C(C)(C)O)Cl (S)-2-(1-(4-(3-amino-5-(5-amino-5,7-dihydrospiro[cyclopenta[c]pyridine-6,4'-piperidine]-1'-yl)pyrazin-2-ylsulfanyl)-3-chloropyridin-2-yl)azetidin-3-yl)propan-2-ol